[5-bromo-8-(methylamino)-2,7-naphthyridin-3-yl]cyclopropanecarboxamide BrC1=C2C=C(N=CC2=C(N=C1)NC)C1(CC1)C(=O)N